1-N-(4-fluorophenyl)-1-N'-[6-[6-methoxy-7-(2-methoxyethoxy)pyrido[3,2-d]pyrimidin-4-yl]oxypyridin-3-yl]cyclopropane-1,1-dicarboxamide FC1=CC=C(C=C1)NC(=O)C1(CC1)C(=O)NC=1C=NC(=CC1)OC=1C2=C(N=CN1)C=C(C(=N2)OC)OCCOC